(S)-7-fluoro-2-(4-((6-oxo-5-(trifluoromethyl)-1,6-dihydropyridazin-4-yl)amino)pentyl)-6-(1H-pyrazolo[3,4-d]pyrimidin-6-yl)isoquinolin-1(2H)-one FC1=C(C=C2C=CN(C(C2=C1)=O)CCC[C@H](C)NC=1C=NNC(C1C(F)(F)F)=O)C1=NC=C2C(=N1)NN=C2